Cis-3-[(4-iodopyrazol-1-yl)methyl]cyclobutan-1-ol IC=1C=NN(C1)C[C@H]1C[C@H](C1)O